C(C)OC=1C(=CNC(C1)=O)C1=CC(=C(C=C1)CC(=O)N)F 2-(4-(4-ethoxy-6-oxo-1,6-dihydropyridine-3-yl)-2-fluorophenyl)acetamide